3-[4-amino-7-(1H-pyrazol-3-yl)furo[2,3-c]quinolin-2-yl]propan-1-ol NC1=NC=2C=C(C=CC2C2=C1OC(=C2)CCCO)C2=NNC=C2